9,9',9'',9'''-(4-(6-methylpyridin-2-yl)-6-(6-phenylpyridin-2-yl)benzene-1,2,3,5-tetrayl)tetrakis(3,6-dimethyl-9H-carbazole) CC1=CC=CC(=N1)C1=C(C(=C(C(=C1N1C2=CC=C(C=C2C=2C=C(C=CC12)C)C)C1=NC(=CC=C1)C1=CC=CC=C1)N1C2=CC=C(C=C2C=2C=C(C=CC12)C)C)N1C2=CC=C(C=C2C=2C=C(C=CC12)C)C)N1C2=CC=C(C=C2C=2C=C(C=CC12)C)C